(R,2S)-N'-(((S)-3-(methoxymethyl)-1,2,3,5,6,7-hexahydro-s-indacen-4-yl)carbamoyl)-2-methyl-N-trityl-2,3-dihydropyrazolo[5,1-b]oxazole-7-sulfonimidamide COC[C@H]1CCC2=CC=3CCCC3C(=C12)NC(=O)N=[S@@](=O)(NC(C1=CC=CC=C1)(C1=CC=CC=C1)C1=CC=CC=C1)C=1C=NN2C1O[C@H](C2)C